(3aR,5s,6aS)-N,N-dimethyl-2,2-bis((9Z,12Z)-octadeca-9,12-dienyl)tetrahydro-3aH-cyclopenta[d][1,3]dioxolan-5-amine CN(C1C[C@@H]2[C@@H](OC(O2)(CCCCCCCC\C=C/C\C=C/CCCCC)CCCCCCCC\C=C/C\C=C/CCCCC)C1)C